The molecule is a member of isobacteriochlorins. It has a role as an Escherichia coli metabolite and a cofactor. It is a conjugate acid of a sirohydrochlorin(8-). C[C@@]1([C@@H](C2=NC1=CC3=NC(=CC4=C(C(=C(N4)C=C5C(=C(C(=C2)N5)CC(=O)O)CCC(=O)O)CCC(=O)O)CC(=O)O)[C@@]([C@@H]3CCC(=O)O)(C)CC(=O)O)CCC(=O)O)CC(=O)O